3-(3-fluorophenyl)-2-[(1S)-1-[(9H-purin-6-yl)amino]propyl]-4H-chromen-4-one FC=1C=C(C=CC1)C1=C(OC2=CC=CC=C2C1=O)[C@H](CC)NC1=C2N=CNC2=NC=N1